FC1=C(C(=CC=C1)F)C1=C(C(C=CC=C1)=O)O 3-(2,6-difluorophenyl)-2-hydroxycyclohepta-2,4,6-trien-1-one